N1CCC(CC1)CC(=O)N 2-(piperidin-4-yl)acetamide